4-fluoro-N-(3-(2-((3-methoxy-1-methyl-1H-pyrazol-4-yl)amino)pyrimidin-4-yl)-1H-indol-7-yl)-1'-methyl-[1,3'-bipyrrolidine]-2-carboxamide FC1CC(N(C1)C1CN(CC1)C)C(=O)NC=1C=CC=C2C(=CNC12)C1=NC(=NC=C1)NC=1C(=NN(C1)C)OC